4,4'-(1,4-phenylene)bis(2,3,5-triphenylcyclopenta-2,4-dien-1-one) C1(=CC=C(C=C1)C=1C(=C(C(C1C1=CC=CC=C1)=O)C1=CC=CC=C1)C1=CC=CC=C1)C=1C(=C(C(C1C1=CC=CC=C1)=O)C1=CC=CC=C1)C1=CC=CC=C1